6-chloro-1-cyclopropyl-2-methyl-5-[2-(trimethylsilyl)ethynyl]-1,3-benzodiazole ClC=1C(=CC2=C(N(C(=N2)C)C2CC2)C1)C#C[Si](C)(C)C